C(C)(C)(C)C1=CC=C(C=C1)C1(CC(=NO1)C1=CC=C(C=C1)C(=O)N1CCCC2=CC=CC=C12)C(F)(F)F (4-(5-(4-(tert-butyl)phenyl)-5-(trifluoromethyl)-4,5-dihydroisoxazol-3-yl)phenyl)(3,4-dihydroquinolin-1(2H)-yl)methanone